N[C@@H](C)C1=CC=CC(=N1)N1CCN(CC1)C(=O)OC(C)(C)C tert-butyl (S)-4-(6-(1-aminoethyl)pyridin-2-yl)piperazine-1-carboxylate